C(C)OC(=O)C1CC(C1)C1=CN=C(S1)N 3-(2-aminothiazole-5-yl)cyclobutane-1-carboxylic acid ethyl ester